2-Chloro-5-{[(methoxyacetyl)amino]methyl}-N-(1-[3-(trifluoromethoxy)phenyl]-1H-indazol-4-yl)benzamide ClC1=C(C(=O)NC2=C3C=NN(C3=CC=C2)C2=CC(=CC=C2)OC(F)(F)F)C=C(C=C1)CNC(COC)=O